O[C@@H]1C[C@H](N(C1)C(C(C(C)C)C1=CC(=NO1)OC)=O)C=1NC=C(N1)C(=O)N(C(C)C)CC1=CC=C(C=C1)C1=C(N=CS1)C 2-[(2S,4R)-4-hydroxy-1-[2-(3-methoxy-1,2-oxazol-5-yl)-3-methylbutanoyl]pyrrolidin-2-yl]-N-[[4-(4-methyl-1,3-thiazol-5-yl)phenyl]methyl]-N-propan-2-yl-1H-imidazole-4-carboxamide